(S)-N-Methyl-3-((6-(2-methylmorpholino)-1-oxoisoquinolin-2(1H)-yl)methyl)benzamide CNC(C1=CC(=CC=C1)CN1C(C2=CC=C(C=C2C=C1)N1C[C@@H](OCC1)C)=O)=O